N(=NC1C(CCCC1)(C#N)C)C1C(CCCC1)(C#N)C 2,2'-azobis(1-methylcyclohexanecarbonitrile)